3,3-butanediol CCC(C)(O)O